FC1=C(C=C(C=C1)F)[C@@H]1N(CCC1)C1=CC=C(C(=N1)NC(=O)NCC1CCOCC1)[N+](=O)[O-] (R)-6-(2-(2,5-Difluorophenyl)pyrrolidin-1-yl)-3-nitro-2-(((tetrahydro-2H-pyran-4-yl)Methyl)ureido)pyridine